COC(COCC(C)O)C 1-(2-methoxy-2-methylethoxy)-2-propanol